1-(benzenesulfonyl)-6-bromo-3-[2-chloro-5-(trifluoromethyl)pyrimidin-4-yl]indole C1(=CC=CC=C1)S(=O)(=O)N1C=C(C2=CC=C(C=C12)Br)C1=NC(=NC=C1C(F)(F)F)Cl